(±)-(2,2'-bis(diphenylphosphino)-1,1'-binaphthyl) C1(=CC=CC=C1)P(C1=C(C2=CC=CC=C2C=C1)C1=C(C=CC2=CC=CC=C12)P(C1=CC=CC=C1)C1=CC=CC=C1)C1=CC=CC=C1